benzyl (2R)-7-((2-((tert-butyldimethylsilyl)oxy)ethyl)sulfonyl)-2-(3-(4-methoxy-4-oxobutan-2-yl)phenyl)-2,6,6-trimethylheptanoate [Si](C)(C)(C(C)(C)C)OCCS(=O)(=O)CC(CCC[C@](C(=O)OCC1=CC=CC=C1)(C)C1=CC(=CC=C1)C(C)CC(=O)OC)(C)C